(R)-4-chloro-5-(3-((6-fluoro-4-(1-(2-hydroxyethyl)-3,5-dimethyl-1H-pyrazol-4-yl)pyridin-2-yl)oxy)pyrrolidin-1-yl)pyridazin-3(2H)-one ClC=1C(NN=CC1N1C[C@@H](CC1)OC1=NC(=CC(=C1)C=1C(=NN(C1C)CCO)C)F)=O